C(C)OC(COC1=CC=C(C=C1)SC1=C(C(=C(C(=C1SC1=CC=C(C=C1)OCC(=O)OCC)SC1=CC=C(C=C1)OCC(=O)OCC)SC1=CC=C(C=C1)OCC(=O)OCC)SC1=CC=C(C=C1)OCC(=O)OCC)SC1=CC=C(C=C1)OCC(=O)OCC)=O {4-[penta-(4-ethoxycarbonylmethoxy-phenylthio)-phenylthio]-phenoxy}-acetic acid ethyl ester